C[Si](CCOCN1C=CC=2C1=NC=C(C2)OC2=C(C(=O)N)C=CC=C2)(C)C 2-((1-((2-(trimethylsilyl)ethoxy)methyl)-1H-pyrrolo[2,3-b]pyridin-5-yl)oxy)benzamide